NC=1C(=C(C=C2C=C(N=CC12)NC(OC1COCC1)=O)C=1C=NC=2CC(CNC2C1C)C#N)F Tetrahydrofuran-3-yl (8-amino-6-(7-cyano-4-methyl-5,6,7,8-tetrahydro-1,5-naphthyridin-3-yl)-7-fluoroisoquinolin-3-yl)carbamate